C1(CC1)CNC(OCC1=CC=CC=C1)=O benzyl N-cyclopropylmethylcarbamate